(1,4-dioxaspiro[4.4]nonan-7-yl)-methanol O1CCOC12CC(CC2)CO